2-(2-((5-(3-(aminomethyl)phenyl)-1-toluenesulfonyl-1H-indol-3-yl)methoxy)phenyl)acetic acid NCC=1C=C(C=CC1)C=1C=C2C(=CN(C2=CC1)S(=O)(=O)CC1=CC=CC=C1)COC1=C(C=CC=C1)CC(=O)O